ethyl 4-(((1S,3S)-3-(2-cyanoacetoxy)cyclopentyl)(methyl)amino)-1H-pyrrolo[2,3-b]pyridine-5-carboxylate C(#N)CC(=O)O[C@@H]1C[C@H](CC1)N(C1=C2C(=NC=C1C(=O)OCC)NC=C2)C